The molecule is a diterpenoid obtained by formal oxidation of the CH2OH group of (E,E,E)-geranylgeraniol to the corresponding carboxylic acid. It is a diterpenoid, a methyl-branched fatty acid, a trienoic fatty acid and an alpha,beta-unsaturated monocarboxylic acid. It derives from an (E,E,E)-geranylgeraniol. It is a conjugate acid of a (2E,6E,10E)-geranylgeranate. CC(=CCC/C(=C/CC/C(=C/CC/C(=C/C(=O)O)/C)/C)/C)C